N-(2-bromo-5-methyl-phenyl)-1-methyl-cyclopropanecarboxamide BrC1=C(C=C(C=C1)C)NC(=O)C1(CC1)C